racemic-5-(3-cyclopropylphenoxy)-4-[5-[(2,4-dichlorophenyl)methyl]-5,6-dihydro-4H-1,2,4-oxadiazin-3-yl]-2-methyl-pyridazin-3-one C1(CC1)C=1C=C(OC2=C(C(N(N=C2)C)=O)C2=NOC[C@H](N2)CC2=C(C=C(C=C2)Cl)Cl)C=CC1 |r|